C1(CC1)C=1N=C2N(N=C(C=C2NC)NC2=CC(=CC=C2)C=O)C1C(=O)N cyclopropyl-6-((3-formylphenyl)amino)-8-(methylamino)imidazo[1,2-b]pyridazine-3-carboxamide